(1R)-1-(2-chloro-4-cyclopropyl-3-ethoxyphenyl)ethane-1-amine hydrochloride Cl.ClC1=C(C=CC(=C1OCC)C1CC1)[C@@H](C)N